3-(6-cyano-8-(2-(hydroxymethyl)thieno[3,2-b]pyridin-7-yl)-3,4-dihydroquinolin-1(2H)-yl)pyrrolidine-1-carboxylate C(#N)C=1C=C2CCCN(C2=C(C1)C1=C2C(=NC=C1)C=C(S2)CO)C2CN(CC2)C(=O)[O-]